ethyl 4-(2-(trifluoromethyl)benzoyl)-1H-pyrrole-2-carboxylate FC(C1=C(C(=O)C=2C=C(NC2)C(=O)OCC)C=CC=C1)(F)F